N6-(((9H-fluoren-9-yl)methoxy)carbonyl)-N2-((benzyloxy)carbonyl)-L-lysine C1=CC=CC=2C3=CC=CC=C3C(C12)COC(=O)NCCCC[C@H](NC(=O)OCC1=CC=CC=C1)C(=O)O